C(C)C=1C(=C(C=C(C1)CC(C)C)N1CCN(CC1)CC=1SC2=C(N1)C=CC=C2)C=2N=NNN2 2-[[4-[3-ethyl-5-isobutyl-2-(2H-tetrazol-5-yl)phenyl]piperazin-1-yl]-methyl]-1,3-benzo-thiazole